hypoxanthinOne N1C(N=C2N=CN=C2C1=O)=O